Tert-butyl 7-(1-((5-(5-(difluoromethyl)-1,3,4-oxadiazol-2-yl)-3-fluoropyridin-2-yl)methyl)-1H-1,2,3-triazol-4-yl)-3,4-dihydroisoquinolin-2(1H)-carboxylate FC(C1=NN=C(O1)C=1C=C(C(=NC1)CN1N=NC(=C1)C1=CC=C2CCN(CC2=C1)C(=O)OC(C)(C)C)F)F